N-(1-(4-cyano-3-(trifluoromethyl)phenyl)-3-oxo-2,3-dihydro-1H-pyrazolo[4,3-c]pyridin-6-yl)cyclopropanecarboxamide C(#N)C1=C(C=C(C=C1)N1NC(C=2C=NC(=CC21)NC(=O)C2CC2)=O)C(F)(F)F